tert-butyl 3-(methylaminomethyl)azetidine-1-carboxylate CNCC1CN(C1)C(=O)OC(C)(C)C